C(CCCCC)NC(=O)[O-] Hexane-1-carbamate